tert-Butyl 1-amino-5,12-dioxo-3,9,16-trioxa-6,13-diazaoctadecan-18-oate NCCOCC(NCCOCCC(NCCOCC(=O)OC(C)(C)C)=O)=O